4-fluoro-N-(6-iodopyridin-2-yl)pyrrolidine-2-carboxamide FC1CC(NC1)C(=O)NC1=NC(=CC=C1)I